(1R,4S)-2-(6-ethoxypyridin-3-yl)-7,7-dimethyl-2-azabicyclo[2.2.2]octan-5-one C(C)OC1=CC=C(C=N1)N1[C@@H]2CC([C@H](C1)CC2(C)C)=O